3-Fluoro-N-(6-ethyl-5-oxo-2-(o-tolylamino)-5,6-dihydro-1,6-naphthyridin-3-yl)-5-(trifluoromethyl)benzamide tert-butyl-(4R)-4-fluoro-2-formylpyrrolidine-1-carboxylate C(C)(C)(C)OC(=O)N1C(C[C@H](C1)F)C=O.FC=1C=C(C(=O)NC=2C(=NC=3C=CN(C(C3C2)=O)CC)NC2=C(C=CC=C2)C)C=C(C1)C(F)(F)F